FC1=C(C=C(C=C1)NC(=O)C1=C(N(C(=C1C)C(C(=O)NC)=O)C)C)C N-(4-fluoro-3-methylphenyl)-1,2,4-trimethyl-5-(2-(methylamino)-2-oxoacetyl)-1H-pyrrole-3-carboxamide